ethyl 5-(N-(4-chloro-2-((N-(furan-2-ylmethyl) cyclobutanecarboxamido) methyl) phenyl)-N-ethylsulfamoyl)-3-methylbenzofuran-2-carboxylate ClC1=CC(=C(C=C1)N(S(=O)(=O)C=1C=CC2=C(C(=C(O2)C(=O)OCC)C)C1)CC)CN(C(=O)C1CCC1)CC=1OC=CC1